ClC=1C=2N(C=C(C1)C1(CN(C1)C(=O)OC(C)(C)C)F)C=NC2 tert-Butyl 3-{8-chloroimidazo[1,5-a]pyridin-6-yl}-3-fluoroazetidine-1-carboxylate